N-(2-Aminoethyl)-Aminopropyl-tri-methoxysilan NCCNCCC[Si](OC)(OC)OC